C(C)(C)(C)OC(=O)C(CCC(NCCCC(NCCCCCC(N(CCO[C@@H]1[C@@H](O)[C@@H](O)[C@H](O)[C@H](O1)CO)CCO[C@@H]1[C@@H](O)[C@@H](O)[C@H](O)[C@H](O1)CO)=O)=O)=O)NC(CNC(CCCCCCC(=O)[O-])=O)=O 19-(tert-butoxycarbonyl)-4,11,16,21,24-pentaoxo-1-[(α-D-mannopyranosyl)oxy]-3-{2-[(α-D-mannopyranosyl)oxy] ethyl}-3,10,15,20,23-pentaazahentriacontan-31-oate